CN(C(/C=C/CC[C@H](C(=O)NC1=CN=CN(C1=O)CC=1NC2=C(C=C(C=C2C1)F)CCC(F)(F)F)CN(C([O-])=O)C)=O)C (S,E)-7-(Dimethylamino)-1-((1-((5-fluoro-7-(3,3,3-trifluoropropyl)-1H-indol-2-yl)methyl)-6-oxo-1,6-dihydropyrimidin-5-yl)amino)-1,7-dioxohept-5-en-2-yl-dimethylcarbamat